1,4,7,10,13,16-hexaoxaoctadecane-2,3,11,12-tetracarboxylic acid OC(C(OCCOCCOC(C(OCCOCC)C(=O)O)C(=O)O)C(=O)O)C(=O)O